N1(N=CC=C1)CC1=CC2=C(C(=NO2)NS(=O)(=O)C2=CC(=CC=C2)N2CCN(CC2)CCCC2CCN(CC2)C=2C=C3C(N(C(C3=CC2)=O)C2C(NC(CC2)=O)=O)=O)C(=C1)OC N-(6-((1H-Pyrazol-1-yl)methyl)-4-methoxybenzo[d]isoxazol-3-yl)-3-(4-(3-(1-(2-(2,6-dioxopiperidin-3-yl)-1,3-dioxoisoindolin-5-yl)piperidin-4-yl)propyl)piperazin-1-yl)benzene-sulfonamide